4-phenyl-benzofuro[3,2-d]pyrimidine C1(=CC=CC=C1)C=1C2=C(N=CN1)C1=C(O2)C=CC=C1